2-(chloromethyl)-2-methyloxirane ClCC1(OC1)C